2-(2-((1S*,2S*)-2-Carboxycyclopropyl)-1-(4-(4-((methoxycarbonyl)amino)phenyl)-1H-pyrazol-1-yl)ethyl)-5-(3-chloro-2-fluoro-6-(1H-tetrazol-1-yl)phenyl)pyridine 1-oxide C(=O)(O)[C@@H]1[C@@H](C1)CC(N1N=CC(=C1)C1=CC=C(C=C1)NC(=O)OC)C1=[N+](C=C(C=C1)C1=C(C(=CC=C1N1N=NN=C1)Cl)F)[O-] |o1:3,4|